2-Bromo-N-((4-(5-fluoropyridin-2-yl)piperidin-4-yl)methyl)-5-(trifluoromethyl)pyrazolo[1,5-a]pyrimidin-7-amine BrC1=NN2C(N=C(C=C2NCC2(CCNCC2)C2=NC=C(C=C2)F)C(F)(F)F)=C1